O1COC2=C1C=CC(=C2)C2=C(N=C1N2CCN1)C1=NN(C=C1)C 5-(Benzo[d][1,3]dioxol-5-yl)-6-(1-methyl-1H-pyrazol-3-yl)-2,3-dihydro-1H-imidazo[1,2-a]imidazole